17-(1H-benzo[d]imidazol-1-yl)androsta-5,16-dien-3-ol N1(C=NC2=C1C=CC=C2)C=2[C@]1(C)[C@@H](CC2)[C@@H]2CC=C3CC(CC[C@]3(C)[C@H]2CC1)O